N[C@@H](C)C=1N=C(SC1)C(=O)C1=CNC2=C1C=NC=C2 (S)-(4-(1-aminoethyl)thiazol-2-yl)(1H-pyrrolo[3,2-c]pyridin-3-yl)methanone